4-chloro-1-(oxan-4-yl)-2-oxo-1,2-dihydropyridine-3-carbaldehyde ClC1=C(C(N(C=C1)C1CCOCC1)=O)C=O